Tert-butyl-(S)-4-(7-chloro-6-chloro-1-(diisopropylpyridin-3-yl)-2-oxo-1,2-dihydropyrido[2,3-d]pyrimidin-4-yl)-3-methylpiperazine-1-carboxylic acid C(C)(C)(C)[C@@H]1N(CCN(C1C)C=1C2=C(N(C(N1)=O)C=1C(=NC=CC1C(C)C)C(C)C)N=C(C(=C2)Cl)Cl)C(=O)O